2,6-dimethyl-4-triisopropylsilyloxy-benzaldehyde CC1=C(C=O)C(=CC(=C1)O[Si](C(C)C)(C(C)C)C(C)C)C